3-(5-formyl-thiazol-2-yl)propionic acid ethyl ester C(C)OC(CCC=1SC(=CN1)C=O)=O